COC1=C(C2=C(C=C(O2)COCC#C)C=C1)C=O 6-methoxy-2-((2-propyn-1-yloxy)methyl)benzofuran-7-carbaldehyde